CC(CC)(CC)NCCOCCO 2-(2-(1-methyl-1-ethylpropylamino)ethoxy)ethanol